ClC=1N=C2C(=C(C(N(C2=CC1)C)=O)C#N)N1CCC(CC1)OC1=CC=C(C=C1)C(C)C 6-chloro-4-(4-(4-isopropylphenoxy)piperidin-1-yl)-1-methyl-2-oxo-1,2-dihydro-1,5-naphthyridine-3-carbonitrile